(S)-7-(2-cyclopropyl-benzyl)-5-(4'-difluoromethyl-2'-methoxy-3,4,5,6-tetrahydro-2H-[1,3']bipyridinyl-4-yl)-2,4-dimethyl-2,4,5,7-tetrahydro-pyrazolo[3,4-d]pyrimidin-6-one C1(CC1)C1=C(CN2C(N([C@H](C=3C2=NN(C3)C)C)C3CCN(CC3)C=3C(=NC=CC3C(F)F)OC)=O)C=CC=C1